1-((2R,4S,5R)-5-ethyl-4-hydroxy-5-(hydroxymethyl)tetrahydrofuran-2-yl)-4-hydroxypyrimidin-2(1H)-one C(C)[C@]1([C@H](C[C@@H](O1)N1C(N=C(C=C1)O)=O)O)CO